alpha-methyl-beta-aminopropionic acid CC(C(=O)O)CN